yttrium isopropoxide CC([O-])C.[Y+3].CC([O-])C.CC([O-])C